2,2-bis-(2-furanyl)-propane O1C(=CC=C1)C(C)(C)C=1OC=CC1